C(C1=CC=CC=C1)N1CCC(CC1)(CO)OC=1C=C(C#N)C=CC1F 3-((1-benzyl-4-(hydroxymethyl)piperidin-4-yl)oxy)-4-fluorobenzonitrile